tert-butyl 2-([[2-(2,6-dioxopiperidin-3-yl)-1,3-dioxoisoindol-5-yl]oxy]methyl)morpholine-4-carboxylate O=C1NC(CCC1N1C(C2=CC=C(C=C2C1=O)OCC1CN(CCO1)C(=O)OC(C)(C)C)=O)=O